bis(4-methoxybenzyl)-6-(4,4,5,5-tetramethyl-1,3,2-dioxaborolan-2-yl)-5-(trifluoromethyl)pyridin-2-amine COC1=CC=C(CC2=C(C(=NC(=C2C(F)(F)F)B2OC(C(O2)(C)C)(C)C)N)CC2=CC=C(C=C2)OC)C=C1